CC(C(=O)C1=CC(=CC=C1)Cl)NC(C)(C)C.Cl (+/-)-1-(3-chlorophenyl)-2-[(1,1-dimethylethyl)amino]-1-propanone hydrochloride